O[C@@H](C)C=1N(C=CN1)CC1=NOC(=C1)C1=CC=C(C=C1)C#CC1=CC=C(CNCCC(=O)O)C=C1 (S)-3-((4-((4-(3-((2-(1-hydroxyethyl)-1H-imidazol-1-yl)methyl)isoxazol-5-yl)phenyl)ethynyl)benzyl)amino)propionic acid